4-[6-(aminomethyl)pyridin-3-yl]-3-(5-cyclopropyl-2-methylpyrazol-3-yl)oxybenzonitrile NCC1=CC=C(C=N1)C1=C(C=C(C#N)C=C1)OC=1N(N=C(C1)C1CC1)C